4-[6-amino-5-(4-hydroxyphenyl)-4-isopropyl-3-pyridyl]phenol NC1=C(C(=C(C=N1)C1=CC=C(C=C1)O)C(C)C)C1=CC=C(C=C1)O